4-[(4S)-7-(3,5-dimethylisoxazol-4-yl)-4-pyridin-2-yl-4,5-dihydroimidazo[1,5,4-de][1,4]benzoxazin-2-yl]piperazin-2-one CC1=NOC(=C1C1=CC=C2C=3N([C@H](COC31)C3=NC=CC=C3)C(=N2)N2CC(NCC2)=O)C